1-(11Z,14Z-eicosadienoyl)-2-(9Z-octadecenoyl)-glycero-3-phosphocholine CCCCCCCC/C=C\CCCCCCCC(=O)O[C@H](COC(=O)CCCCCCCCC/C=C\C/C=C\CCCCC)COP(=O)([O-])OCC[N+](C)(C)C